1-(4-(6-acetylpyridazine-4-carbonyl)piperazin-1-yl)-3-(2,2-difluorobenzo[d][1,3]dioxol-5-yl)prop-2-en-1-one C(C)(=O)C1=CC(=CN=N1)C(=O)N1CCN(CC1)C(C=CC1=CC2=C(OC(O2)(F)F)C=C1)=O